C(C)(C)N1N=C(C(=C1C)O)C1=CC=C(C=C1)SCC 1-isopropyl-3-(4-(ethylthio)phenyl)-5-methyl-pyrazole-4-ol